ethyl 3-(2,5-dimethylphenyl)-8-methoxy-2-oxo-1,8-diazaspiro[4.5]dec-3-en-4-yl carbonate C(OCC)(OC1=C(C(NC12CCN(CC2)OC)=O)C2=C(C=CC(=C2)C)C)=O